C1(=C(C=CC=C1)N(C(=O)C1CC2(CN(C2)C(C2=C(C=C(C=C2)F)OCC)=O)C1)C)C(C)C N-o-cumenyl-N-methyl-2-(2-ethoxy-4-fluorobenzoyl)-2-aza-6-spiro[3.3]heptanecarboxamide